Cl.Cl.O1C=CC=2C(=NC=CC21)C2=CC=C(C(=O)N[C@H]1CNCCOC1)C=C2 (S)-4-(furo[3,2-c]pyridin-4-yl)-N-(1,4-oxaazepan-6-yl)benzamide dihydrochloride